(Z)-1-(4-amino-2-fluorobut-2-en-1-yl)-4-(3-(methylsulfonyl)phenyl)-1H-benzo[d][1,2,3]triazole-6-carboxylic acid methyl ester COC(=O)C=1C=C(C2=C(N(N=N2)C/C(=C/CN)/F)C1)C1=CC(=CC=C1)S(=O)(=O)C